N,N-dimethyl-6-oxohexan-1-aminium iodide [I-].C[NH+](CCCCCC=O)C